(1S,2S)-N-(6-(5-chloro-7-((1,1-difluoropropan-2-yl)amino)-6-fluoro-1H-indazol-4-yl)imidazo[1,2-a]pyridin-2-yl)-2-fluorocyclopropane-1-carboxamide ClC=1C(=C2C=NNC2=C(C1F)NC(C(F)F)C)C=1C=CC=2N(C1)C=C(N2)NC(=O)[C@H]2[C@H](C2)F